NC1=C(C2=C(C=CO2)C(=C1)C(N)=O)NC/C=C/CNC(OC(C)(C)C)=O tert-butyl (E)-(4-((6-amino-4-carbamoylbenzofuran-7-yl)amino)but-2-en-1-yl)carbamate